N1(CCC1)C(CN1C(N(C2=NC=C(C=C21)C2=CC(=CC(=C2)C(F)(F)F)OCCF)C(C2=CC=CC=C2)(C2=CC=CC=C2)C2=CC=CC=C2)=O)=O 1-(2-(azetidin-1-yl)-2-oxoethyl)-6-(3-(2-fluoroethoxy)-5-(trifluoromethyl)phenyl)-3-trityl-1,3-dihydro-2H-imidazo[4,5-b]pyridin-2-one